NC1(CCN(CC1)C=1N=C(C(=NC1)NC1=C(C(=CC=C1)Cl)Cl)C)C 5-(4-amino-4-methylpiperidin-1-yl)-N-(2,3-dichlorophenyl)-3-methylpyrazin-2-amine